[Si](C)(C)(C(C)(C)C)OCCCC1=C(NC2=C(C=CC=C12)C=1C(=NN(C1C)CCN1CCOCC1)CO)C(=O)OCC (rac)-ethyl 3-(3-((tert-butyldimethylsilyl)oxy)propyl)-7-(3-(hydroxymethyl)-5-methyl-1-(2-morpholinoethyl)-1H-pyrazol-4-yl)-1H-indole-2-carboxylate